FC(C1(CC1)CC(=O)OCC)F ethyl 2-(1-(difluoromethyl)cyclopropyl)acetate